CNC1=CC(C1=O)=O 4-(methylamino)cyclobut-3-ene-1,2-dione